3-(4-((1r,4r)-4-(4-amino-3-(4-phenoxyphenyl)-1H-pyrazolo[3,4-d]pyrimidin-1-yl)cyclohexyl)piperazin-1-yl)azetidine-1-carboxylic acid tert-butyl ester C(C)(C)(C)OC(=O)N1CC(C1)N1CCN(CC1)C1CCC(CC1)N1N=C(C=2C1=NC=NC2N)C2=CC=C(C=C2)OC2=CC=CC=C2